C1(=CC=CC=C1)NC1=C(C=CC=C1)C(C)=O 1-(2-(phenylamino)phenyl)ethan-1-one